BrCCOCCOCCO 2-(2-(2-bromoethoxy)ethoxy)ethane-1-ol